N-methyl-aziridine chloride [Cl-].CN1CC1